(3aR,4S,6aS)-6a-(5-bromo-2-fluorophenyl)-4-(trifluoromethyl)hexahydrofuro[3,4-c]isoxazole BrC=1C=CC(=C(C1)[C@@]12NOC[C@@H]1[C@H](OC2)C(F)(F)F)F